C(C)(C)(C)OC(=O)N1C(CCCC1)C=1C=CC=C2C=CNC12 (1H-indol-7-yl)piperidine-1-carboxylic acid tert-butyl ester